C(C)(C)(C)C=1C(=C(C=C(C1)CCC(=O)OCCCCCC(C)C)C1=CC=CC=2NN=NC21)O 3-tert-butyl-2-hydroxy-5-(2-isooctyloxycarbonylethyl)phenyl-benzotriazole